[NH4+].C(C)CC(C(O)(CC)CC)(O)CC tetraethyl-1,2-propanediol monoammonium